C(#N)C(NC(=O)[C@@H]1[C@H]2C([C@H]2CN1C([C@H](CC1=CC=CC=C1)NC(C(F)(F)F)=O)=O)(C)C)C=1C=NC=C2C=CC=NC12 (1R,2S,5S)-N-[cyano(1,6-naphthyridin-8-yl)methyl]-6,6-dimethyl-3-[(2S)-3-phenyl-2-[(2,2,2-trifluoroacetyl)amino]propanoyl]-3-azabicyclo[3.1.0]hexane-2-carboxamide